N1CC(C1)N1N=CC(=C1)C1=NC(=NC=C1)NC=1C=NN(C1)C 4-(1-(azetidin-3-yl)-1H-pyrazol-4-yl)-N-(1-methyl-1H-pyrazol-4-yl)pyrimidine-2-amine